tert-pentyl peroxyneoheptanoate C(CCC(C)(C)C)(=O)OOC(C)(C)CC